8-Bromo-2-oxo-N-(2-oxopropyl)-2,3-dihydro-1H-benzo[b]azepine-4-carboxamide BrC=1C=CC2=C(NC(CC(=C2)C(=O)NCC(C)=O)=O)C1